tert-butyl 3-(4-ethynyl-1-(4-(trifluoromethoxy)phenyl)-1H-pyrazolo[3,4-b]pyridin-3-yl)azetidine-1-carboxylate C(#C)C1=C2C(=NC=C1)N(N=C2C2CN(C2)C(=O)OC(C)(C)C)C2=CC=C(C=C2)OC(F)(F)F